ClC1=C(C=CC=C1)C(CC(=O)N1C(CCC1)C1=CC(=C(C=C1)OC)OC)NC(=O)N 1-(2-chlorophenyl)-3-[2-(3,4-dimethoxyphenyl)pyrrolidin-1-yl]-3-oxopropylurea